4-chloro-N-(1-(5-(5,6-dimethylpyrimidin-4-yl)-5,6,7,8-tetrahydro-1,5-naphthyridin-2-yl)ethyl)benzamide ClC1=CC=C(C(=O)NC(C)C2=NC=3CCCN(C3C=C2)C2=NC=NC(=C2C)C)C=C1